2,5-bis(2-thienyl)terephthalaldehyde S1C(=CC=C1)C1=C(C=O)C=C(C(=C1)C=O)C=1SC=CC1